N-[7-(1,1-dioxo-4-oxo-1,2,5-thiadiazolidin-2-yl)-8-fluoro-6-hydroxynaphthalen-2-yl]-3-hydroxy-3-methylbutanamide O=S1(N(CC(N1)=O)C1=C(C=C2C=CC(=CC2=C1F)NC(CC(C)(C)O)=O)O)=O